(2-((1-((dimethylamino)methyl)cyclopropyl)methoxy)-4-(3-(fluoromethyl)piperidin-1-yl)-5,7-dihydro-6H-pyrrolo[3,4-d]pyrimidin-6-yl)(3-hydroxy-8-iodonaphthalen-1-yl)methanone CN(C)CC1(CC1)COC=1N=C(C2=C(N1)CN(C2)C(=O)C2=CC(=CC1=CC=CC(=C21)I)O)N2CC(CCC2)CF